(2-(1-(tetrahydro-2H-pyran-2-yl)-1H-imidazol-2-yl)phenyl)pyrimidine-2,4-diamine O1C(CCCC1)N1C(=NC=C1)C1=C(C=CC=C1)C=1C(=NC(=NC1)N)N